FC(CN1C(N(C2=NC(=NC=C12)SC)C1CCOCC1)=O)F 7-(2,2-difluoroethyl)-2-(methylsulfanyl)-9-(tetrahydro-2H-pyran-4-yl)-7,9-dihydro-8H-purin-8-one